BrC1=C(C(=CC(=C1)F)C=1C=NC(=C(C1)N1CCN(CC1)C(C)(C)C)C(F)F)O 2-bromo-6-(5-(4-(tert-butyl)piperazin-1-yl)-6-(difluoromethyl)pyridin-3-yl)-4-fluorophenol